N1=C(C=CC2=CC=CN=C12)CC/C=C/C=1N=C(OC1C)C(CC(=O)OCC)C1=CC(=C(C=C1)OC)F ethyl (E)-3-(4-(4-(1,8-naphthyridin-2-yl)but-1-en-1-yl)-5-methyloxazol-2-yl)-3-(3-fluoro-4-methoxyphenyl)propanoate